O=C1NC(CCC1N1C(C2=CC=C(C=C2C1=O)N1CCC(CC1)CN1C(CC2=CC(=CC=C12)NC1=NC=C(C(=N1)NC1=C(C(=O)NC)C=CC=C1)C(F)(F)F)=O)=O)=O 2-((2-((1-((1-(2-(2,6-Dioxopiperidin-3-yl)-1,3-dioxoisoindolin-5-yl)piperidin-4-yl)methyl)-2-oxoindolin-5-yl)amino)-5-(trifluoromethyl)pyrimidin-4-yl)amino)-N-methyl-benzamide